O[C@@H]1C[C@H](N(C1)C([C@H](C(C)C)C1=CC(=NO1)OC1CCC(CC1)=O)=O)C(=O)N[C@@H](C)C1=CC=C(C=C1)C1=C(N=CS1)C (2S,4R)-4-hydroxy-1-((R)-3-methyl-2-(3-((4-oxocyclohexyl)oxy)isoxazol-5-yl)butanoyl)-N-((S)-1-(4-(4-methylthiazol-5-yl)phenyl)ethyl)pyrrolidine-2-carboxamide